[3-(4-Chloro-phenyl)-adamantan-1-ylmethyl]-(9-ethyl-9H-carbazol-3-yl)-amine ClC1=CC=C(C=C1)C12CC3(CC(CC(C1)C3)C2)CNC=2C=CC=3N(C1=CC=CC=C1C3C2)CC